C(#C)C1(CCC=CCCC=CCCC1)O 1-ethynyl-cyclododeca-4,8-dien-1-ol